(S)-1-(methyl((2-oxo-4-(o-tolyl)-2H-chromen-7-yl)methyl)carbamoyl)piperidine-3-carboxylic acid CN(C(=O)N1C[C@H](CCC1)C(=O)O)CC1=CC=C2C(=CC(OC2=C1)=O)C1=C(C=CC=C1)C